COC1=CC=C(CNC2=NC=NC(=C2C(=O)[O-])C)C=C1 4-((4-methoxybenzyl) amino)-6-methylpyrimidine-5-carboxylate